3-bromo-7,12-diphenylbenzo[k]fluoranthene BrC1=C2C=CC=C3C=4C(=C5C(=C(C4C(C=C1)=C32)C3=CC=CC=C3)C=CC=C5)C5=CC=CC=C5